ClC=1C(=C(C=C(C1)Cl)C=O)O 3,5-dichloro-2-hydroxybenzene-1-carbaldehyde